2-hydroxy-9-methoxycarbonyl-5-oxo-4-oxa-tricyclo[4.2.1.03,7]nonane OC1C2CC3C(C(OC13)=O)C2C(=O)OC